tert-Butyl (S)-(1-(2-amino-5-(1-cyclopropyl-1H-pyrazol-4-yl)pyridin-4-yl)piperidin-3-yl)carbamate NC1=NC=C(C(=C1)N1C[C@H](CCC1)NC(OC(C)(C)C)=O)C=1C=NN(C1)C1CC1